4-cyano-3-oxo-piperidine C(#N)C1C(CNCC1)=O